(S,E)-N-(1-(3-fluoropyridin-2-yl)ethylidene)-2-methylpropane-2-sulfinamide FC=1C(=NC=CC1)\C(\C)=N\[S@@](=O)C(C)(C)C